C(C)N1N=NC(=C1)CCC(C(C(=O)OCC1=CC=CC=C1)C)C1=CC(=C(C=C1)C)CN1C(=NC=C1)CN1CCC(CC1)CC Benzyl 5-(1-ethyl-1H-1,2,3-triazol-4-yl)-3-(3-((2-((4-ethylpiperidin-1-yl)methyl)-1H-imidazol-1-yl)methyl)-4-methylphenyl)-2-methylpentanoate